C1(CC1)OC=1C=C(C2=C(N=C(N=C2)NC2=CC=C(C=C2)N2CCN(CC2)C)N1)C#C[Si](C(C)C)(C(C)C)C(C)C 7-cyclopropoxy-N-[4-(4-methylpiperazin-1-yl)phenyl]-5-[2-(triisopropylsilyl)ethynyl]pyrido[2,3-d]pyrimidin-2-amine